BrC1=C(C=CC=C1)N1C2=CC=CC=C2C=2C=CC=CC12 9-(2-bromophenyl)carbazole